3-(3-(4-(5H-pyrrolo[3,2-d]pyrimidin-4-yl)piperazin-1-yl)propyl)-5-chloro-1H-indole N1=CN=C(C2=C1C=CN2)N2CCN(CC2)CCCC2=CNC1=CC=C(C=C21)Cl